Tert-butyl (2R,4S)-2-(((S)-1-(((5-cyanothiophen-2-yl) methyl) amino)-1-oxoprop-2-yl) carbamoyl)-4-phenylpiperidine-1-carboxylate C(#N)C1=CC=C(S1)CNC([C@H](C)NC(=O)[C@@H]1N(CC[C@@H](C1)C1=CC=CC=C1)C(=O)OC(C)(C)C)=O